ClC1=CC2=C(C=N1)C(=NN2C=2C=C(C#N)C=CC2)OCOCC[Si](C)(C)C 3-(6-chloro-3-((2-(trimethylsilyl)ethoxy)methoxy)-1H-pyrazolo[4,3-c]pyridin-1-yl)benzonitrile